N-((R)-1,4-dioxo-1-(((R)-4-phenyl-1-(4,4,5,5-tetramethyl-1,3,2-dioxaborolan-2-yl)butyl)amino)-4-(pyrrolidin-1-yl)butan-2-yl)pyrazine-2-carboxamide O=C([C@@H](CC(N1CCCC1)=O)NC(=O)C1=NC=CN=C1)N[C@@H](CCCC1=CC=CC=C1)B1OC(C(O1)(C)C)(C)C